5-[1-(2,2-dimethylpropyl)-1H-pyrazol-4-yl]-6-[1,2,4]triazolo[1,5-a]pyridin-7-ylpyridine-2-carbonitrile CC(CN1N=CC(=C1)C=1C=CC(=NC1C1=CC=2N(C=C1)N=CN2)C#N)(C)C